acrylic acid N-succinimidyl ester C=CC(=O)ON1C(=O)CCC1=O